C1(CCCN1)=O butyrolactam